3-[4-[4-(1,4-dioxaspiro[4.5]decan-8-ylmethyl)piperazin-1-yl]-3-fluoro-anilino]piperidine-2,6-dione O1CCOC12CCC(CC2)CN2CCN(CC2)C2=C(C=C(NC1C(NC(CC1)=O)=O)C=C2)F